O[N-]CCCCCCN1N=CC(=C1)C1=NC2=CC(=CC=C2N=C1)N(C1=CC=CC=C1)CCNC(C)C N-Hydroxy-6-(4-(7-((2-(isopropylamino)ethyl)(phenyl)amino)quinoxalin-2-yl)-1H-pyrazol-1-yl)hexyl-Amide